ClC1=CC=C(C=C1)C=1C=C(C(N(N1)C=1C=NC=CC1)=O)C(=O)N[C@H]1[C@@H](CCC1)O 6-(4-Chlorophenyl)-N-[(trans)-2-hydroxycyclopentyl]-3-oxo-2-(pyridin-3-yl)-2,3-dihydropyridazine-4-carboxamide